9-(4-hydroxybutyl)phosphabicyclo[3.3.1]nonane OCCCCC1P2CCCC1CCC2